C(#N)C1=CC=C(C=C1)NC(=O)NC(CC(=O)O)C=1C=C2CCCC2=CC1 3-{[(4-cyanophenyl)carbamoyl]amino}-3-(2,3-dihydro-1H-inden-5-yl)propanoic acid